(2,6-dioxopiperidin-3-yl)-1-oxoisoindolin O=C1NC(CCC1N1C(C2=CC=CC=C2C1)=O)=O